C(CCCC(C)(C)C)O neooctanol